4-hydroxy-2-phenyl-1-(1,10-phenanthrolin-2-yl)-1H-benzimidazole OC1=CC=CC=2N(C(=NC21)C2=CC=CC=C2)C2=NC1=C3N=CC=CC3=CC=C1C=C2